ClC=1C(=CC2=C([C@@H](C[C@@H](O2)C(=O)NC23CC(C2)(C3)C3=NC(=NC=C3)OCCOC(F)(F)F)O)C1)F (2R,4R)-6-chloro-7-fluoro-4-hydroxy-N-(3-{2-[2-(trifluoromethoxy)ethoxy]pyrimidin-4-yl}bicyclo[1.1.1]pentan-1-yl)-3,4-dihydro-2H-1-benzopyran-2-carboxamide